N-(4-hydroxy-3-((4-nitrophenyl)sulfonamido)phenyl)-4'-(trifluoromethyl)-[1,1'-biphenyl]-4-carboxamide OC1=C(C=C(C=C1)NC(=O)C1=CC=C(C=C1)C1=CC=C(C=C1)C(F)(F)F)NS(=O)(=O)C1=CC=C(C=C1)[N+](=O)[O-]